ClC1=NN(C=C1C1=NC=CC(=N1)NC=1N=CC2=C(C=CC(=C2C1)C(C)C)N1[C@@H]([C@H](C1)CS(=O)(=O)C)C)C1CC(C1)C#N 3-(3-Chloro-4-(4-((5-isopropyl-8-((2R,3S)-2-methyl-3-((methanesulfonyl)methyl)azetidin-1-yl)isoquinolin-3-yl)amino)pyrimidin-2-yl)-1H-pyrazol-1-yl)cyclobutane-1-carbonitrile